(2-aminoethyl)-9-oxo-2-(trifluoromethyl)-9H-indeno[2,1-d]pyrimidine-7-carboxamide NCCC=1C2=C(N=C(N1)C(F)(F)F)C(C=1C=C(C=CC12)C(=O)N)=O